11-(5-chloro-2,4-difluorophenyl)-8-((2S,5R)-2,5-dimethylpiperazin-1-yl)-10-(trifluoromethyl)-2H-spiro[[1,4]thiazepino[2,3,4-ij]quinazoline-3,3'-oxetan]-6(4H)-one ClC=1C(=CC(=C(C1)C1=C(C=C2C(=NC(N3C2=C1SCC1(COC1)C3)=O)N3[C@H](CN[C@@H](C3)C)C)C(F)(F)F)F)F